ClC=1C(=CC2=C(N(C[C@H](N(S2(=O)=O)C)C2CCCCC2)C2=CC=CC=C2)C1)C=1C=NC=C(C(=O)O)C1 (R)-5-(7-chloro-3-cyclohexyl-2-methyl-1,1-dioxido-5-phenyl-2,3,4,5-tetrahydrobenzo[f][1,2,5]thiadiazepin-8-yl)nicotinic acid